CC1(OB(OC1(C)C)C1=CC=C(C=C1)C=1C=CC2=C3C=CC=CC3=CN=C2C1)C 3-(4-(4,4,5,5-tetramethyl-1,3,2-dioxaborolan-2-yl)phenyl)phenanthridine